FC1=CC=C(C2=NC3(CCCCC3)N=C21)[N+](=O)[O-] 4-fluoro-7-nitrospiro[benzo[d]imidazole-2,1'-cyclohexane]